7-(4-fluorobenzyloxy)-4-oxo-4H-benzofuran-3-carbaldehyde FC1=CC=C(COC=2C=CC(C3=C(COC32)C=O)=O)C=C1